CC1(C(C(CCC1)=C)C(=O)OC)C Methyl 2,2-dimethyl-6-methylene-1-cyclohexanecarboxylate